C(C)(C)(C)OC(=O)N1C=CC2=CC(=CC=C12)CN(CC(=O)O)C(=O)OCC1C2=CC=CC=C2C=2C=CC=CC12 2-[({1-[(tert-butoxy)carbonyl]-1H-indol-5-yl}methyl)({[(9H-fluoren-9-yl)methoxy]carbonyl})amino]acetic acid